N1(N=CN=C1)CCC=1C(=C(C(=CC1N)C1=CC=CC=C1)N)F (2-(1H-1,2,4-triazol-1-yl)ethyl)-3-fluorobiphenyl-2,5-diamine